C(C)(C)(C)OC(=O)N1C2COCC1CN(C2)CC2=C(N=C1N2C=CC=C1)C1=NC=C(C=C1)Cl tert.-Butyl-7-{[2-(5-chloropyridin-2-yl)imidazo-[1,2-a]pyridin-3-yl]methyl}-3-oxa-7,9-diazabicyclo-[3.3.1]nonan-9-carboxylat